4-[(4-aminophenyl)(naphthalen-1-yl)methyl]aniline NC1=CC=C(C=C1)C(C1=CC=C(N)C=C1)C1=CC=CC2=CC=CC=C12